FC1(CC=C(CC1)N1C(C(=CC(=C1)C)[N+](=O)[O-])=O)F (4,4-difluorocyclohex-1-en-1-yl)-5-methyl-3-nitropyridin-2(1H)-one